FC(C1=C(C=NN1COCC[Si](C)(C)C)C(=O)O)F 5-(difluoromethyl)-1-(2-trimethylsilyl-ethoxymethyl)pyrazole-4-carboxylic acid